C(CCC\C=C/C\C=C/C\C=C/C\C=C/CCCCC)(=O)N arachidonamide